phenyl-4,6-diphenyl-1,3,5-triazine C1(=CC=CC=C1)C1=NC(=NC(=N1)C1=CC=CC=C1)C1=CC=CC=C1